C1(=CC=CC=C1)C#CC1=CC=CC=C1 1,2-DIPHENYL-ACETYLENE